FC=1C=NN2C1C(NC1=C(C(=CC=C21)CN2CC=1C(C2)=CN(C1)C=1C=CC(=NC1)C(=O)NC)F)=O 5-(5-((3,6-difluoro-4-oxo-4,5-dihydropyrazolo[1,5-a]quinoxalin-7-yl)methyl)-5,6-dihydropyrrolo[3,4-c]pyrrol-2(4H)-yl)-N-methylpicolinamide